The molecule is a C-nitro compound that is nitrobenzene in which one of the ortho- hydrogens has been replced by chlorine. It is a C-nitro compound and a member of monochlorobenzenes. C1=CC=C(C(=C1)[N+](=O)[O-])Cl